C(C)OC(=O)C1=CSC=C1CNC 4-[(methylamino)methyl]thiophene-3-carboxylic acid ethyl ester